ClC1=NC=CC2=C1NC(C=1N2N=NC1)C 6-chloro-4-methyl-4,5-dihydropyrido[3,4-e][1,2,3]triazolo[1,5-a]pyrazine